C(C)S(=O)(=O)N1CCC(CC1)NC1=NC=C(C(=N1)C=1N=CN(C1)C=1C(=NC=CC1)C#N)C(F)(F)F 3-(4-(2-((1-(Ethylsulfonyl)piperidin-4-yl)amino)-5-(trifluoromethyl)pyrimidin-4-yl)-1H-imidazol-1-yl)picolinonitrile